C(C)(=O)NCC1=CC=C(C(=N1)Cl)OC1CC2(CN(C2)C(=O)OC(C)(C)C)C1 tert-butyl 6-((6-(acetamidomethyl)-2-chloropyridin-3-yl)oxy)-2-azaspiro[3.3]heptane-2-carboxylate